(2S)-1-(3-(azetidin-3-ylsulfonyl)phenoxy)-3-(8-(naphthalen-2-ylsulfonyl)-1-oxa-8-azaspiro[4.5]decan-3-ylamino)propan-2-ol N1CC(C1)S(=O)(=O)C=1C=C(OC[C@H](CNC2COC3(C2)CCN(CC3)S(=O)(=O)C3=CC2=CC=CC=C2C=C3)O)C=CC1